o-fluoroacetophenone oxime C/C(=N\O)/C1=CC=CC=C1F